tert-butyl (2S,5S)-2-methyl-5-(methylamino)piperidine-1-carboxylate C[C@@H]1N(C[C@H](CC1)NC)C(=O)OC(C)(C)C